1-(5-(tetrahydropyran-4-ylmethoxy)-3,7-dimethyltricyclo[3.3.1.13,7]dec-1-yl)-5-methyl-1H-pyrazole O1CCC(CC1)COC12CC3(CC(CC(C1)(C3)C)(C2)N2N=CC=C2C)C